5-Fluoro-N-(8-fluorochroman-4-yl)-2-methoxynicotinamide FC=1C=NC(=C(C(=O)NC2CCOC3=C(C=CC=C23)F)C1)OC